[Si](O)(O)(O)O.[Fe].[Mg] Magnesium-Iron-Silicon Hydroxide